2-[[(3,5-dichloropyridin-2-yl)carbonyl]amino]acetic acid methyl ester COC(CNC(=O)C1=NC=C(C=C1Cl)Cl)=O